6-(2-oxo-6-azaspiro[3.3]heptan-6-yl)pyridine O=C1CC2(C1)CN(C2)C2=CC=CC=N2